N(=C=O)C1=C(C(=C(C=C1)C1=CC=CC=C1)N=C=O)C diisocyanato-3-methylbiphenyl